CC=1C(=C2C3(C(NC2=CC1)=O)CCC1(CC3)OCCO1)C dimethyldispiro[1,3-dioxolane-2,1'-cyclohexane-4',3''-indol]-2''-one